CON=C(C)C(CC1=CC=C(C=C1)OC)C 4-(4-methoxyphenyl)-3-methyl-2-butanone O-methyl oxime